CC(C=O)(C)C=1C=NN(C1)S(=O)(=O)C1=CC=C(C)C=C1 2-methyl-2-(1-tosyl-1H-pyrazol-4-yl)propanal